methyl 4-amino-7-trifluoromethyl-1-(6-methylpyridin-3-yl)-2-oxopyrido[2,3-b]pyridin-3-carboxylate NC1=C(C(N(C2=NC(=CC=C21)C(F)(F)F)C=2C=NC(=CC2)C)=O)C(=O)OC